7-(2,2-difluorobenzo[d][1,3]dioxol-5-yl)-2-(4-(methylsulfonyl)phenyl)furo[3,2-b]pyridine FC1(OC2=C(O1)C=CC(=C2)C2=C1C(=NC=C2)C=C(O1)C1=CC=C(C=C1)S(=O)(=O)C)F